2-amino-1-[(2S)-4-(5-fluoro-3-methylpyridin-2-yl)-2-methylpiperazin-1-yl]ethan-1-one NCC(=O)N1[C@H](CN(CC1)C1=NC=C(C=C1C)F)C